COC1=CC=C(C=C1)S(=O)(=O)NC1=CC=C(C2=CC=CC=C12)NS(=O)(=O)C1=CC=C(C=C1)[N+](=O)[O-] 4-methoxy-N-(4-((4-nitrophenyl)sulfonamido)naphthalen-1-yl)benzenesulfonamide